(2S)-2-(1H-TETRAZOL-1-YL)PROPANOIC ACID N1(N=NN=C1)[C@H](C(=O)O)C